O=C1CC(CN1)NCC(CCCC(C(=O)O)=N)CC 6-(((5-oxopyrrolidin-3-yl)amino)methyl)-2-iminooctanoic acid